Pantothenat C(CCNC([C@H](O)C(C)(C)CO)=O)(=O)[O-]